CC(CO)(CO)NCCN1C=CC2=CC=C(C=C12)OCCC1=C(C=CC=C1)OC 2-methyl-2-((2-(6-(2-methoxyphenethoxy)-1H-indol-1-yl)ethyl)amino)propane-1,3-diol